COC1=NC(=NC(=C1)OC)N1C(SC2=C1C=CC(=C2)F)=O 3-(4,6-dimethoxypyrimidin-2-yl)-6-fluoro-benzothiazol-2(3H)-one